COC1=C(C=CC(=C1)C1=NOC(=N1)C(F)(F)F)N=S(=O)(C)C1=CC=C(C=C1)OC ((2-methoxy-4-(5-(trifluoromethyl)-1,2,4-oxadiazol-3-yl)phenyl)imino)(4-methoxyphenyl)(methyl)-λ6-sulfanone